tert-butyl peroxyneoheptanoate (tert-butyl peroxyneohexanoate) C(C)(C)(C)C(C(=O)OO)C(C)(C)C.C(CCC(C)(C)C)(=O)OOC(C)(C)C